benzyl ((1R,4S,6R)-2-azabicyclo[2.2.2]octan-6-yl)carbamate [C@H]12NC[C@H](C[C@H]1NC(OCC1=CC=CC=C1)=O)CC2